ClC=1C=C2C(OCCOC=3C=CC(=CC3C3=C(C=C(C(NS(C(C1OC)=C2)(=O)=O)=C3)F)F)F)=O 15-Chloro-4,21,23-trifluoro-16-methoxy-18,18-dioxo-8,11-dioxa-18λ6-thia-19-azatetracyclo[18.3.1.113,17.02,7]pentacosa-1(23),2(7),3,5,13,15,17(25),20(24),21-nonaen-12-one